FC1=C(C=C(C(=C1)[N+](=O)[O-])C)N1CCN(CC1)C(=O)OC(C)(C)C tert-butyl 4-(2-fluoro-5-methyl-4-nitrophenyl)piperazine-1-carboxylate